FC1=C(OCCN(C(OC(C)(C)C)=O)CCCF)C=CC(=C1[C@H]1N([C@@H](CC2=C1NC1=CC=CC=C21)C)CC(F)(F)F)F tert-butyl (2-(2,4-difluoro-3-((1R,3R)-3-methyl-2-(2,2,2-trifluoroethyl)-2,3,4,9-tetrahydro-1H-pyrido[3,4-b]indol-1-yl)phenoxy)ethyl)(3-fluoropropyl)carbamate